4-[2-(cyclobutoxy)ethyl-[4-(5,6,7,8-tetrahydro-1,8-naphthyridin-2-yl)butyl]amino]-2-[[3-(trifluoromethyl)pyridine-4-carbonyl]amino]butanoic acid C1(CCC1)OCCN(CCC(C(=O)O)NC(=O)C1=C(C=NC=C1)C(F)(F)F)CCCCC1=NC=2NCCCC2C=C1